gamma-(2-thienylmethyl)-proline S1C(=CC=C1)CC1C[C@H](NC1)C(=O)O